ClC1=C(C=CC(=C1)C=1OC(=NN1)C(F)F)CN1N=NC(=C1)C1=CC2=C(N=C(S2)N)C=C1 6-[1-[[2-Chloro-4-[5-(difluoromethyl)-1,3,4-oxadiazol-2-yl]phenyl]methyl]triazol-4-yl]-1,3-benzothiazol-2-amine